ClC=1C=C2C(=NC(=NC2=CC1C1=CC=CC2=CC=CC(=C12)Cl)OCC12CCCN2CCC1)N1[C@H]2CCN([C@@H]2C1)C(C=C)=O 1-((1R,5S)-6-(6-chloro-7-(8-chloronaphthalen-1-yl)-2-((tetrahydro-1H-pyrrolizin-7a(5H)-yl)methoxy)quinazolin-4-yl)-2,6-diazabicyclo[3.2.0]hept-2-yl)prop-2-en-1-one